C1(CCC1)NC(C[C@H](COC1=CC=C(C=C1)F)NC(=O)C1=NN(C(=C1)C1=C(C=CC=C1)C(F)(F)F)C1CCCC1)=O (R)-N-(4-(cyclobutylamino)-1-(4-fluorophenoxy)-4-oxobut-2-yl)-1-cyclopentyl-5-(2-(trifluoromethyl)phenyl)-1H-pyrazole-3-carboxamide